IC1=CC(=NC(=C1)N1CCOCC1)N1C[C@@H]([C@H](C1)O)O (3s,4s)-1-[4-iodo-6-(morpholin-4-yl)pyridin-2-yl]pyrrolidine-3,4-diol